(R)-2-((tert-Butoxycarbonyl)amino)-3-(tert-butyldisulfanyl)propanoic acid C(C)(C)(C)OC(=O)N[C@H](C(=O)O)CSSC(C)(C)C